copper-terbium [Tb].[Cu]